2-(5-bromo-3-((5S,6S)-3-oxo-5,6-diphenyl-3,4,5,6-tetrahydropyrazin-2-yl)-1H-indol-1-yl)-N'-((E)-4-trifluoromethyl-benzylidene)acethydrazide BrC=1C=C2C(=CN(C2=CC1)CC(=O)N/N=C/C1=CC=C(C=C1)C(F)(F)F)C1=N[C@H]([C@@H](NC1=O)C1=CC=CC=C1)C1=CC=CC=C1